FC=1C(=NC(=NC1)N[C@@H]1CC[C@H](CC1)NC(OC1CC2(CN(C2)C2CCN(CC2)C2=C(C=C(C=C2)N)F)C1)=O)C1=CC(=CC=C1)N1C(C=CC=C1)=O trans-2-(1-(4-amino-2-fluorophenyl)piperidin-4-yl)-2-azaspiro[3.3]heptan-6-yl (4-((5-fluoro-4-(3-(2-oxopyridin-1(2H)-yl)phenyl)pyrimidin-2-yl)amino)cyclohexyl)carbamate